2,3-dihydroxypropyl-acrylamide OC(CC(C(=O)N)=C)CO